((2R,5S)-5-(4-acetamido-2-oxopyrimidin-1(2H)-yl)-1,3-oxathiolan-2-yl)methyl prop-2-yn-1-ylcarbamate C(C#C)NC(OC[C@@H]1O[C@@H](CS1)N1C(N=C(C=C1)NC(C)=O)=O)=O